ClC=1C(=C(C(=CC1)Cl)C(=O)N1CCOCC1)OC (3,6-dichloro-2-methoxyphenyl)(morpholino)methanone